2-methyl-4-[3-[2-[[(3S)-3-piperidyl]amino]-5-(trifluoromethyl)pyrimidin-4-yl]-1H-indol-6-yl]butan-2-ol CC(C)(CCC1=CC=C2C(=CNC2=C1)C1=NC(=NC=C1C(F)(F)F)N[C@@H]1CNCCC1)O